NC1CCC(CC1)N1C=CC2=CC=CC=C12 N-((1r,4r)-4-aminocyclohexyl)-1H-indole